CC=1SC(=CN1)C(=O)NCC(F)(F)F methyl-N-(2,2,2-trifluoroethyl)-1,3-thiazole-5-carboxamide